ClC1=C(C=CC=C1)C1=NN(C(=C1O)C)C 3-(2-chlorophenyl)-1,5-dimethyl-pyrazol-4-ol